2-fluoro-N-(3-methoxyphenyl)-9H-purine-6-amine FC1=NC(=C2N=CNC2=N1)NC1=CC(=CC=C1)OC